3-methyl-2-butenol CC(=CCO)C